2-(4-(1-(cyclopentyl(pyridin-2-yl)methyl)-5-(3,5-dimethylisoxazol-4-yl)-1H-pyrrolo[2,3-b]pyridin-3-yl)-1H-pyrazol-1-yl)-2-methylpropanoic acid C1(CCCC1)C(N1C=C(C=2C1=NC=C(C2)C=2C(=NOC2C)C)C=2C=NN(C2)C(C(=O)O)(C)C)C2=NC=CC=C2